methylsulfonyloxypropionate CS(=O)(=O)OC(C(=O)[O-])C